1-(5-{[(5-Chlorothiophen-2-yl)methyl]amino}-3-(pyrrolidin-2-yl)-1H-pyrazol-1-yl)-2,2-dimethylpropan-1-on ClC1=CC=C(S1)CNC1=CC(=NN1C(C(C)(C)C)=O)C1NCCC1